1-(4-(4-(benzyloxy)phenyl)butyl)-1H-imidazole C(C1=CC=CC=C1)OC1=CC=C(C=C1)CCCCN1C=NC=C1